C12CCC(C=C1)C2 bicyclo[2.2.1]heptane-5-ene